6-fluoro-2-(4'-(heptyloxy)-[1,1'-biphenyl]-4-yl)quinoline-4-carboxylic acid FC=1C=C2C(=CC(=NC2=CC1)C1=CC=C(C=C1)C1=CC=C(C=C1)OCCCCCCC)C(=O)O